4-[5-(aminomethyl)pyrimidin-2-yl]-3-[[4-(2-methylpropyl)triazol-1-yl]methyl]benzonitrile NCC=1C=NC(=NC1)C1=C(C=C(C#N)C=C1)CN1N=NC(=C1)CC(C)C